BrC1=CC2=C(N(CC(CO2)(F)F)CC2=CC=C(C=C2)F)C=C1C 8-bromo-3,3-difluoro-5-[(4-fluorophenyl)methyl]-7-methyl-2,4-dihydro-1,5-benzoxazepine